2-allyloxy-2-methyl-N-[(3S)-6'-chloro-5-[[(1R-2R)-2-[(1S)-1-hydroxyallyl]cyclobutyl]methyl]spiro[2,4-dihydro-1,5-benzoxazepine-3,1'-tetralin]-7-yl]sulfonyl-propanamide C(C=C)OC(C(=O)NS(=O)(=O)C=1C=CC2=C(N(C[C@@]3(CCCC4=CC(=CC=C34)Cl)CO2)C[C@H]2[C@@H](CC2)[C@H](C=C)O)C1)(C)C